ClC=1C=C(C=CC1Cl)N(C(=O)NC)C 3,4-dichlorophenyl-dimethyl-urea